C(CC(C)CCCC(C)CCCC(C)CCCC(C)C)(=O)OC[C@@H](OC(CC(C)CCCC(C)CCCC(C)CCCC(C)C)=O)COP(=O)([O-])OCC[N+](C)(C)C 1,2-bisphytanoyl-sn-glycero-3-phosphocholine